The molecule is conjugate base of kaempferide arising from selective deprotonation of the 3-hydroxy group. It is a conjugate base of a kaempferide. COC1=CC=C(C=C1)C2=C(C(=O)C3=C(C=C(C=C3O2)O)O)[O-]